3-[4-(4-chlorophenoxy)piperidine-1-carbonyl]-5-(2-methoxyphenyl)-7-methylpyrazolo[1,5-a]pyrazin-4(5H)-one ClC1=CC=C(OC2CCN(CC2)C(=O)C=2C=NN3C2C(N(C=C3C)C3=C(C=CC=C3)OC)=O)C=C1